3-((chlorosulfonyl)oxy)-2,2-dimethylpropionic acid ClS(=O)(=O)OCC(C(=O)O)(C)C